4-(3-(3-(pyridin-2-yl)propyl)-5-(3-(m-tolyl)-1H-pyrazol-1-yl)-3H-imidazo[4,5-b]pyridin-7-yl)morpholine N1=C(C=CC=C1)CCCN1C=NC=2C1=NC(=CC2N2CCOCC2)N2N=C(C=C2)C=2C=C(C=CC2)C